CC1(OCCC(O1)CCCC[Si](C)(C)C)C (4-(2,2-dimethyl-1,3-dioxan-4-yl)but-1-yl)trimethylsilane